2,2-difluoroimidazoline trans-4-Fluoro-1-methylpyrrolidin-3-yl-(8-amino-7-fluoro-6-(8-methyl-2,3-dihydro-1H-pyrido[2,3-b][1,4]oxazin-7-yl)isoquinolin-3-yl)carbamate F[C@H]1[C@@H](CN(C1)C)N(C(O)=O)C=1N=CC2=C(C(=C(C=C2C1)C1=C(C2=C(OCCN2)N=C1)C)F)N.FC1(NCCN1)F